CC1(CC(C2=CC(=CC=C12)COC1=CC2=C(C=N1)[C@H]1[C@@H](C2)[C@@H]1C(=O)O)C1=C(C=CC=C1)S(=O)(=O)C)C (5aR,6S,6aS)-3-((1,1-dimethyl-3-(2-(methylsulfonyl)phenyl)-2,3-dihydro-1H-inden-5-yl)methoxy)-5,5a,6,6a-tetrahydrocyclopropa[4,5]cyclopenta[1,2-c]pyridine-6-carboxylic acid